CP(=O)(C=C)C=C 1-[methyl(vinyl)phosphoryl]ethylene